CC1=CC(=C(C=C1)C1=CC=CC=C1)C1=CC=CC=N1 6-(4-methylbiphenyl-2-yl)pyridine